BrC=1C=CC2=C(NN=N2)C1 6-bromo-1H-benzo[d][1,2,3]triazole